C(C)(=O)OC1=C(C(=O)OC)C=C(C=C1C(Br)Br)OC(C)=O methyl 2,5-diacetoxy-3-dibromomethylbenzoate